C(C=C)(=O)OCCCCCCOC1=CC=CC2=CC=CC=C12 (6-prop-2-enoyloxyhexoxy)naphthalene